3-(tert-butyl)-5,7-dichloropyrazolo[1,5-a]Pyrimidine-2-carboxylic acid ethyl ester C(C)OC(=O)C1=NN2C(N=C(C=C2Cl)Cl)=C1C(C)(C)C